N-(2,4-difluoro-3-(2-(1-(trifluoromethyl)cyclopropyl)acetamido)phenyl)benzamide FC1=C(C=CC(=C1NC(CC1(CC1)C(F)(F)F)=O)F)NC(C1=CC=CC=C1)=O